COC1=CC=C(C=C1)C=CC(=O)NC(CO)CC1=CC=CC=C1 3-(4-methoxyphenyl)-N-(1-hydroxy-3-phenylpropane-2-yl)acrylamide